BrC1=CC2=C(N=C(N=C2)NC=2C=NC(=CC2)OCCN2CCOCC2)N(C1=O)C 6-bromo-8-methyl-2-[[6-(2-morpholinoethoxy)-3-pyridyl]amino]pyrido[2,3-d]pyrimidin-7-one